2-N-[2-(4-formylcyclohexyl)-6-methylsulfinyl-indazol-5-yl]-6-(trifluoromethyl)pyridine-2-carboxamide C(=O)C1CCC(CC1)N1N=C2C=C(C(=CC2=C1)NC(=O)C1=NC(=CC=C1)C(F)(F)F)S(=O)C